2-methyl-2-octadecyl-[4H-1,3,2-benzodioxasilin] CC(C[SiH]1OC2=C(CO1)C=CC=C2)CCCCCCCCCCCCCCCC